IC1=CC=C(C=N1)O 6-iodopyridin-3-ol